C(#N)[C@@]1(N(CCC1)C(=O)C1=CC(=C2N1CCC1=CC(=C(C=C21)C(=O)NC=2C(NC=CC2)=O)OC)C=2SC=CC2)C 3-[(2R)-2-cyano-2-methyl-pyrrolidine-1-carbonyl]-8-methoxy-N-(2-oxo-1H-pyridin-3-yl)-1-(2-thienyl)-5,6-dihydropyrrolo[2,1-a]isoquinoline-9-carboxamide